1,2-Phenylenebis(methylene) (E,E)-bis(N-(3-chloro-4-fluorophenyl)carbamimidothioate) dihydrobromide Br.Br.ClC=1C=C(C=CC1F)N\C(=N/[H])\SCC1=C(C=CC=C1)CSC(NC1=CC(=C(C=C1)F)Cl)=N